[2-({[(2E,6E)-3,7,11-trimethyldodeca-2,6,10-trien-1-yl]oxy}methyl)cyclopropyl]methanol C\C(=C/COCC1C(C1)CO)\CC\C=C(\CCC=C(C)C)/C